[C@H]12CN(C[C@H](CC1)O2)C2CCN(CC2)C2=C(C=C(C(=C2)OC)NC2=NC=NC(=C2)N2OCC[C@@H]2C2=CC(=C(C=C2)F)Cl)NC(C=C)=O N-(2-(4-((1R,5S)-8-oxa-3-azabicyclo[3.2.1]octan-3-yl)piperidine-1-yl)-5-((6-((R)-3-(3-chloro-4-fluorophenyl)isoxazolidine-2-yl)pyrimidine-4-yl)amino)-4-methoxyphenyl)acrylamide